(E)-5-(2-(2,3-dihydrobenzo[b][1,4]dioxin-6-yl)vinyl)-3-fluoro-2-hydroxybenzaldehyde O1C2=C(OCC1)C=C(C=C2)/C=C/C=2C=C(C(=C(C=O)C2)O)F